N1(N=NC2=C1C=CC=C2)CC(=O)N(C2=CC=C(C=C2)CC(=O)O)CC2=CC(=CC(=C2)F)F 2-[4-[[2-(benzotriazol-1-yl)acetyl]-[(3,5-difluorophenyl)methyl]amino]phenyl]acetic acid